4,6-bis(biphenyl-4-yl)-2-[4'-(4-pyridyl)-5-(9-phenanthryl)biphenyl-3-yl]-1,3,5-triazine C1(=CC=C(C=C1)C1=NC(=NC(=N1)C1=CC=C(C=C1)C1=CC=CC=C1)C=1C=C(C=C(C1)C=1C2=CC=CC=C2C=2C=CC=CC2C1)C1=CC=C(C=C1)C1=CC=NC=C1)C1=CC=CC=C1